3,3',5,5'-tetra-tert-butyl-2,2'-dihydroxybiphenyl C(C)(C)(C)C=1C(=C(C=C(C1)C(C)(C)C)C1=C(C(=CC(=C1)C(C)(C)C)C(C)(C)C)O)O